(pyridin-2-ylmethyl)undecane-1-imine oxide N1=C(C=CC=C1)CC(CCCCCCCCCC)=[NH+][O-]